1-(4-chloropyridin-2-yl)-N-[1-(difluoromethyl)indazol-7-yl]pyrazole-4-sulfonamide ClC1=CC(=NC=C1)N1N=CC(=C1)S(=O)(=O)NC=1C=CC=C2C=NN(C12)C(F)F